cis-2,6-dimethyl-4-(piperidin-4-ylmethyl)morpholine trifluoroacetate FC(C(=O)O)(F)F.C[C@@H]1CN(C[C@@H](O1)C)CC1CCNCC1